BrC=1C=C(C(N(C1)C(F)F)=O)OC1CN(C1)C(=O)OC(C)(C)C tert-butyl 3-((5-bromo-1-(difluoromethyl)-2-oxo-1,2-dihydropyridin-3-yl)oxy)azetidine-1-carboxylate